NCC(CO)N 1,2-diaminopropan-3-ol